NC1CN(CC1)C1=CC(=C(C(=O)NC=2SC=C(N2)C(C)(C#C)C2=CC=C(C=C2)Cl)C(=C1)F)F 4-(3-aminopyrrolidin-1-yl)-N-(4-(2-(4-chlorophenyl)but-3-yn-2-yl)thiazol-2-yl)-2,6-difluorobenzamide